(3-(3-(ammoniomethyl)-4-hydroxyphenoxy)propyl)triphenylphosphonium acetate tetrafluoroborate F[B-](F)(F)F.C(C)(=O)[O-].[NH3+]CC=1C=C(OCCC[P+](C2=CC=CC=C2)(C2=CC=CC=C2)C2=CC=CC=C2)C=CC1O